((4-(difluoromethoxy)phenyl)sulfonyl)-3-((3aR,6aS)-tetrahydro-1H-furo[3,4-c]pyrrol-5(3H)-yl)-1-oxa-8-azaspiro[4.5]decane FC(OC1=CC=C(C=C1)S(=O)(=O)C1OC2(CC1N1C[C@@H]3[C@H](C1)COC3)CCNCC2)F